N-(5-CHLORO-6-(2H-1,2,3-TRIAZOL-2-YL)PYRIDIN-3-YL)-3-(QUINOLIN-5-YL)-4-(TRIFLUOROMETHYL)ISOTHIAZOLE-5-CARBOXAMIDE ClC=1C=C(C=NC1N1N=CC=N1)NC(=O)C1=C(C(=NS1)C1=C2C=CC=NC2=CC=C1)C(F)(F)F